[Ba+2].CC([O-])C.CC([O-])C isopropoxide barium